ClC1=CC(=C2C(=N1)N(C=N2)C[C@@H]2CC(NC2)=O)N2CCOCC2 (R)-4-((5-chloro-7-morpholino-3H-imidazo[4,5-b]pyridin-3-yl)methyl)pyrrolidin-2-one